tert-butyl 3-hydroxy-4-(thiophen-2-yl)piperidine-1-carboxylate OC1CN(CCC1C=1SC=CC1)C(=O)OC(C)(C)C